3-{4-[4-(6-Bromo-7-{[1-(1-methylethyl)piperidin-4-yl]amino}-3H-imidazo[4,5-b]pyridin-2-yl)phenyl]piperazin-1-yl}propanenitrile BrC=1C(=C2C(=NC1)NC(=N2)C2=CC=C(C=C2)N2CCN(CC2)CCC#N)NC2CCN(CC2)C(C)C